C1(CC1)N1C(C(=CC=C1)NC(=O)C1=CC2=CN(N=C2C=C1OC)C1CCC(CC1)N(C([C@H](C)O)=O)C)=O N-(1-Cyclopropyl-2-oxo-1,2-dihydropyridin-3-yl)-2-((1S,4r)-4-((S)-2-hydroxy-N-methylpropanamido)cyclohexyl)-6-methoxy-2H-indazole-5-carboxamide